ClC1=C(C=CC2=C1C(=NCC=1N2C=CC(N1)=O)C1=C(C(=CC=C1F)O)F)Cl 8,9-dichloro-7-(2,6-difluoro-3-hydroxy-phenyl)-5H-pyrimido[1,2-a][1,4]benzodiazepin-3-one